C1(CCC1)NC(O[C@H](C(F)(F)F)C=1C=C(C(=CC1)F)C1=CC(=C(C=C1)OC)C(NC1=CC2=CC=CC=C2C=C1C(NC1=CC(=C(C=C1)F)C(F)(F)F)=O)=O)=O (S)-2,2,2-trifluoro-1-(6-fluoro-3'-((3-((4-fluoro-3-(trifluoromethyl)phenyl)carbamoyl)-naphthalen-2-yl)carbamoyl)-4'-methoxy-[1,1'-biphenyl]-3-yl)ethyl cyclobutylcarbamate